N1=C(NC=2C=NC=CC21)C=2C(=C(C(=C(C2)OC)O)O)C=2C=NC=CC2 4-(3H-imidazo[4,5-c]pyridin-2-yl)-6-methoxy-3-(pyridin-3-yl)benzene-1,2-diol